C(#C)C1=CC(=NC=2N=C(N=CC21)NC2=CC=C(C=C2)S(=O)(=O)N(C)C)N2C(N(CC21CCCC1)C)=O 4-[(5-Ethynyl-7-{3-methyl-2-oxo-1,3-diazaspiro[4.4]nonan-1-yl}pyrido[2,3-d]pyrimidin-2-yl)amino]-N,N-dimethylbenzenesulfonamide